C1=NC=C(C2=CC=CC=C12)N[C@H]1CN(CC1)CC(=O)N1[C@@H](CCC1)C#N (S)-1-(2-((R)-3-(isoquinolin-4-ylamino)pyrrolidin-1-yl)acetyl)pyrrolidine-2-carbonitrile